OC1=CC=C(C=C1)C1(C(NC2=C(C=CC=C12)C(F)(F)F)=O)N1CCC(CC1)O 3-(4-hydroxyphenyl)-3-(4-hydroxypiperidin-1-yl)-7-(trifluoromethyl)indol-2-one